FC1([C@@H]([C@H]2N(C(NCC=3C=CC(=C(CC=4C=CC=C(C2)C4F)C3)C)=O)C1)NS(=O)(=O)CC)F N-[(15aS,16R)-17,17,20-trifluoro-7-methyl-1-oxo-2,3,15a,16,17,18-hexahydro-1H,9H,15H-4,8:10,14-di(metheno)pyrrolo[1,2-c][1,3]diazacycloheptadecin-16-yl]ethanesulfonamide